CC1=C2C(CCC2=CC=C1S(=O)(=O)N)C(=O)C1CC2=CC=C(C=C2C1)C1=NC=CC=C1 4-methyl-3-(5-(pyridin-2-yl)-2,3-dihydro-1H-indene-2-carbonyl)-2,3-dihydro-1H-indene-5-sulfonamide